C1(CC1)C1=NN(C(=C1C(F)(F)F)C(=O)O)CC1CC2(C1)CC(C2)(F)F 3-cyclopropyl-1-((6,6-difluorospiro[3.3]heptan-2-yl)methyl)-4-(trifluoromethyl)-1H-pyrazole-5-carboxylic acid